lignoceryl lignocerate C(CCCCCCCCCCCCCCCCCCCCCCC)(=O)OCCCCCCCCCCCCCCCCCCCCCCCC